4-(4-methylpyridin-3-yl)cyclohexylamine hydrochloride Cl.CC1=C(C=NC=C1)C1CCC(CC1)N